3,3-dimethyl-2-(5,6,7,8-tetrakis(4-methoxyphenyl)-1-isoquinolinyl)isoindol-1-one CC1(N(C(C2=CC=CC=C12)=O)C1=NC=CC2=C(C(=C(C(=C12)C1=CC=C(C=C1)OC)C1=CC=C(C=C1)OC)C1=CC=C(C=C1)OC)C1=CC=C(C=C1)OC)C